OC=1C=CC(=C2C=CC=NC12)CN1CCS(CC1)(=O)=O 4-((8-hydroxyquinolin-5-yl)methyl)thiomorpholine 1,1-dioxide